BrC=1C(=NC(=NC1)NC=1C=NN(C1)C1CCN(CC1)C1CC1)NCCCN1C(C(CC1)(C)C)=O 1-(3-((5-bromo-2-((1-(1-cyclopropylpiperidin-4-yl)-1H-pyrazol-4-yl)amino)pyrimidin-4-yl)amino)propyl)-3,3-dimethylpyrrolidin-2-one